4,5-diamino-3-methyl-cyanopyridine NC1=C(C(=NC=C1N)C#N)C